N-methyl-3-((1-(1-oxo-1,2-dihydroisoquinolin-4-yl)ethyl)amino)propane-1-sulfonamide CNS(=O)(=O)CCCNC(C)C1=CNC(C2=CC=CC=C12)=O